2-acryloyloxyethoxy-2-acetoxyethyl acetate C(C)(=O)OCC(OC(C)=O)OCCOC(C=C)=O